N12P(N=PNP1)O2 epoxy-cyclotriphosphazene